CC(C)(CC(CCCCCCCC)C)C 2,2,4-tri-methyldodecane